O(O)O.[Si].[Si].[Si].[Si] tetra-silicon oxyhydroxide